L-lactamide C([C@@H](O)C)(=O)N